NC=1N=NC(=CC1N1CC2CCC(C1)N2C=2C=C(OCCN1CCNCC1)C=CC2)C2=C(C=CC=C2)O 4-[2-[3-[3-[3-amino-6-(2-hydroxyphenyl)pyridazin-4-yl]-3,8-diazabicyclo[3.2.1]octan-8-yl]phenoxy]ethyl]piperazine